[Cl-].[Cl-].C[SiH](C)[Hf+2](C1C(=CC=C1)C)C1C(=CC=C1)C dimethylsilylbis(2-methylcyclopentadienyl)hafnium dichloride